5-azaindolizine C=1C=CN2N=CC=CC12